FC=1C=C(C=CC1)C=1C=C(C=NC1OC1=CC=C(C=C1)C(F)(F)F)C(=O)NCC1=NC=CC=C1 5-(3-fluorophenyl)-N-(2-pyridylmethyl)-6-[4-(trifluoromethyl)phenoxy]pyridine-3-carboxamide